1-(2-(quinolin-2-yl)phenyl)piperidin-2-one N1=C(C=CC2=CC=CC=C12)C1=C(C=CC=C1)N1C(CCCC1)=O